9-(4-(2-(2,6-dioxopiperidin-3-yl)-6-fluoro-1-oxoisoindolin-5-yl)piperidin-1-yl)-N-(2-((S)-1-(3-ethoxy-4-methoxyphenyl)-2-(methylsulfonyl)ethyl)-1,3-dioxoisoindolin-4-yl)nonanamide O=C1NC(CCC1N1C(C2=CC(=C(C=C2C1)C1CCN(CC1)CCCCCCCCC(=O)NC1=C2C(N(C(C2=CC=C1)=O)[C@H](CS(=O)(=O)C)C1=CC(=C(C=C1)OC)OCC)=O)F)=O)=O